N[C@@H]1COCC12CCN(CC2)C2=NC(=C1C(=N2)NN=C1C1=C(C2=C(N(N=C2C=C1)C)Cl)Cl)C(=O)N (S)-6-(4-amino-2-oxa-8-azaspiro[4.5]dec-8-yl)-3-(3,4-dichloro-2-methyl-2H-indazole-5-yl)-1H-pyrazolo[3,4-d]pyrimidine-4-carboxamide